[K+].CC(CCCCC)C=1C(=CC(=C(C(=O)[O-])C1)C)O 5-(1-methylhexyl)-4-hydroxy-2-methylbenzoic acid, Potassium salt